FC1=C(C#N)C=CC(=C1)CN1C(OC2=C1C=CC(=C2)C=2C(=C(N=C1C(CS(C21)(=O)=O)C(C)C)CCC2CCOCC2)C=2OC(=NN2)C)=O 2-fluoro-4-[(6-{3-isopropyl-6-(5-methyl-1,3,4-oxadiazol-2-yl)-1,1-dioxo-5-[2-(tetrahydro-2H-pyran-4-yl)ethyl]-1λ6-thia-4-aza-7-indanyl}-2-oxo-1,3-benzoxazol-3-yl)methyl]benzonitrile